ClC1=CC=C(C=C1)[C@@H](C)N(CC=C(C1=CC=CC=C1)C1=CC=CC=C1)CCN1CCN(CC1)C (R)-N-(1-(4-chlorophenyl)ethyl)-N-(2-(4-methylpiperazin-1-yl)ethyl)-3,3-diphenylprop-2-en-1-amine